ClC1=C2C(=C(NC2=CC(=C1)Cl)C)CCN1N=NC(=C1)CNC(=O)N 1-((1-(2-(4,6-dichloro-2-methyl-1H-indol-3-yl)ethyl)-1H-1,2,3-triazol-4-yl)methyl)urea